butyl 3-[3-t-butyl-4-(3,5-di-t-butyl-4-hydroxybenzoyloxy)phenyl]propionate C(C)(C)(C)C=1C=C(C=CC1OC(C1=CC(=C(C(=C1)C(C)(C)C)O)C(C)(C)C)=O)CCC(=O)OCCCC